FC(CC1=CC=C(C=C1)CO)(F)F [4-(2,2,2-trifluoro-ethyl)-phenyl]-methanol